C(C)(C)C=1C=C(C(=NC1)N=C=S)C(F)(F)F 5-isopropyl-2-isothiocyanato-3-(trifluoromethyl)pyridine